2-(4-chloro-3-fluorophenoxy)-N-(3-{[6-(4-chlorophenyl)pyridin-2-yl]amino}bicyclo[1.1.1]pentan-1-yl)acetamide ClC1=C(C=C(OCC(=O)NC23CC(C2)(C3)NC3=NC(=CC=C3)C3=CC=C(C=C3)Cl)C=C1)F